C(C)(C)(C)OC(=O)N(C1=CC(=NC=2N1N=CC2C2CC2)NC[C@@H]2[C@H](CN(CC2)C(=O)OC(C)(C)C)O)CC2=CC(=C(C=C2)C2=NC=CC=C2)OC tert-butyl (3R,4R)-4-(((7-((tert-butoxycarbonyl)(3-methoxy-4-(pyridin-2-yl)benzyl)amino)-3-cyclopropylpyrazolo[1,5-a]pyrimidin-5-yl)amino)methyl)-3-hydroxypiperidine-1-carboxylate